3,5-dimethylpyridinecarbonitrile CC1=CC(=C(N=C1)C#N)C